CC(C)(CCC1=CC=CC=C1)O 2-Methyl-4-phenyl-2-butanol